CN1CCN(CC1)CCNC1=NC(=NC2=CC=CC=C12)NCCC=1C=C(C#N)C=CC1 3-(2-((4-((2-(4-methylpiperazin-1-yl)ethyl)amino)quinazolin-2-yl)amino)ethyl)benzonitrile